C(#N)C1=C(C=C(C=C1)N1C(N(C(C12CCCC2)=O)C2=CC(=C(C#N)C=C2)C(F)(F)F)=S)F 4-[1-(4-cyano-3-fluorophenyl)-4-oxo-2-thioxo-1,3-diazaspiro[4.4]non-3-yl]-2-trifluoromethylbenzonitrile